ClC1=CC=C(C=C1)NC1C(N(C2CC12)C1=CC(=NN1)C1=CN=NC=C1)=O Endo-4-((4-chlorophenyl)amino)-2-(3-(pyridazin-4-yl)-1H-pyrazol-5-yl)-2-azabicyclo[3.1.0]hexan-3-one